NC1=CC=C(C=N1)/C=C/C(=O)NCC=1OC2=C(N1)C=C(C=C2Cl)C2=CC=C(C=C2)C(=O)N2CC(C2)(F)F (E)-3-(6-aminopyridin-3-yl)-N-((7-chloro-5-(4-(3,3-difluoroazetidine-1-carbonyl)phenyl)benzo[d]oxazol-2-yl)methyl)acrylamide